CCCC(C)O[Si](NC(CC)=O)(OCC)OCC N-(3-propyl-triethoxysilyl)propanamide